(E)-3-bromo-N'-(4-((4-oxo-4H-benzopyran-3-yl)methoxy)benzylidene)benzoyl-hydrazine BrC=1C=C(C(=O)N/N=C/C2=CC=C(C=C2)OCC2=COC3=C(C2=O)C=CC=C3)C=CC1